methyl 3-(3-(3-(6-chloroimidazo[1,2-a]pyridine-3-carboxamido)-5-fluoro-4-methylphenyl)-1,2,4-oxadiazol-5-yl)azetidine-1-carboxylate ClC=1C=CC=2N(C1)C(=CN2)C(=O)NC=2C=C(C=C(C2C)F)C2=NOC(=N2)C2CN(C2)C(=O)OC